NC1=C(C2=CC=CC=C2C=C1)C1=C(C=CC2=CC=CC=C12)O 2-amino-2'-hydroxy-1,1'-binaphthalene